tert-butyl 4-[[4-[2-[6-methyl-7-oxo-1-(p-tolylsulfonyl)pyrrolo[2,3-c]pyridin-4-yl]phenoxy]phenoxy]methyl]piperidine-1-carboxylate CN1C(C2=C(C(=C1)C1=C(OC3=CC=C(OCC4CCN(CC4)C(=O)OC(C)(C)C)C=C3)C=CC=C1)C=CN2S(=O)(=O)C2=CC=C(C=C2)C)=O